N-{3-chloro-5-[(2-chloro-5-fluorophenyl)carbonyl]-4-cyano-1-{[5-fluoro-3-(trifluoromethyl)phenyl]carbonyl}indazol-6-yl}-5-fluoro-3-(trifluoromethyl)benzamide ClC1=NN(C2=CC(=C(C(=C12)C#N)C(=O)C1=C(C=CC(=C1)F)Cl)NC(C1=CC(=CC(=C1)F)C(F)(F)F)=O)C(=O)C1=CC(=CC(=C1)F)C(F)(F)F